2-amino-7-(prop-2-yn-1-yl)-7,9-dihydro-8H-purin-8-one NC1=NC=C2N(C(NC2=N1)=O)CC#C